N(=[N+]=[N-])[C@](C)(CC)C1=CN=C(C2=CN=C(C=C12)Cl)O[C@@H]1[C@H]([C@@H](C1)SC)C 4-((R)-2-azidobutan-2-yl)-6-chloro-1-((1S,2R,3R)-2-methyl-3-(methylthio)cyclobutoxy)-2,7-naphthyridine